2-(6-methoxynaphthalene-2-yl)-1,3-dithiol COC=1C=C2C=CC(=CC2=CC1)C1SC=CS1